N-cyclooctyl-4-methoxy-1H-pyrrolo[2,3-b]pyridine-2-carboxamide C1(CCCCCCC1)NC(=O)C1=CC=2C(=NC=CC2OC)N1